[Si](C1=CC=CC=C1)(C1=CC=CC=C1)(C(C)(C)C)OCC1(CC1)C=O 1-(((tert-butyldiphenylsilyl)oxy)methyl)cyclopropane-1-carbaldehyde